C(=O)(O)[C@H](CCCCC(=O)N[C@H](C)C(=O)N[C@H](C)C(=O)O)NC(CN)=O N-[(6S)-6-Carboxy-6-(glycylamino)hexanoyl]-D-alanyl-D-alanine